1-(4-fluoro-1-bicyclo[2.2.2]octyl)-3-[[2-[(2S)-2-fluoropropoxy]pyridin-4-yl]methyl]urea FC12CCC(CC1)(CC2)NC(=O)NCC2=CC(=NC=C2)OC[C@H](C)F